(1R,3R,4Z,8Z,12S,13Z)-1,5,9-trimethyl-12-propan-2-ylcyclotetradeca-4,8,13-triene-1,3-diol C[C@]\1(C[C@H](\C=C(/CC\C=C(/CC[C@H](\C=C1)C(C)C)\C)\C)O)O